tert-Butyl (3R,4R)-4-(4-(2,4-dioxo-3-((2-(trimethylsilyl)ethoxy)methyl)tetrahydropyrimidin-1(2H)-yl)-1H-indol-1-yl)-3-fluoropiperidine-1-carboxylate O=C1N(CCC(N1COCC[Si](C)(C)C)=O)C1=C2C=CN(C2=CC=C1)[C@H]1[C@@H](CN(CC1)C(=O)OC(C)(C)C)F